C[Si](CCOCN1N=CC=2C1=NC=C(C2)C#N)(C)C 1-[[2-(trimethylsilyl)ethoxy]methyl]pyrazolo[3,4-b]pyridine-5-carbonitrile